C(\C=C/C(=O)OCCCC)(=O)OCCCC dibutyl (Z)-but-2-enedioate